tert-butyl (3-((3-(3,4-dihydroisoquinolin-2(1H)-yl)-2-hydroxypropyl) carbamoyl)phenyl)carbamate C1N(CCC2=CC=CC=C12)CC(CNC(=O)C=1C=C(C=CC1)NC(OC(C)(C)C)=O)O